N[C@@H](C(=O)O)CC=1C=NC(=NC1)N (2R)-2-amino-3-(2-aminopyrimidin-5-yl)propionic acid